2-(4-chloro-3-((R or S)-1-(((R)-((R)-2,3-dihydro-1H-pyrido[2,3-b][1,4]oxazin-3-yl)(phenyl)methyl)amino)propan-2-yl)phenyl)acetic acid ClC1=C(C=C(C=C1)CC(=O)O)[C@H](CN[C@H](C1=CC=CC=C1)[C@H]1CNC2=C(O1)N=CC=C2)C |o1:11|